CC=1C=C(C=CC1OC1=CC2=C(N(N=N2)C)C=C1)NC=1C2=C(N=CN1)C=CC(=N2)N2C1CN(C(C2)CC1)C(C=C)=O 1-(5-(4-((3-methyl-4-((1-methyl-1H-benzo[d][1,2,3]triazol-5-yl)oxy)phenyl)amino)pyrido[3,2-d]pyrimidin-6-yl)-2,5-diazabicyclo[2.2.2]octan-2-yl)prop-2-en-1-one